C(CCCCCC)(=O)OC1=NC2=CC(=CC=C2C=C1)OCCCCN1CCN(CC1)C1=CC=CC=2SC=CC21 7-(4-(4-(benzo[b]thiophen-4-yl)piperazin-1-yl)butoxy)quinolin-2-yl heptanoate